C(CCC)(=O)O.CCCCCCC heptan butyrate